(R)-N-(2-(4-(4-cyclopropylpiperazin-1-yl)piperidin-1-yl)-5-((6-(3-(3',5-difluoro-[1,1'-biphenyl]-3-yl)isoxazolidin-2-yl)pyrimidin-4-yl)amino)-4-methoxyphenyl)acrylamide C1(CC1)N1CCN(CC1)C1CCN(CC1)C1=C(C=C(C(=C1)OC)NC1=NC=NC(=C1)N1OCC[C@@H]1C=1C=C(C=C(C1)F)C1=CC(=CC=C1)F)NC(C=C)=O